C(C)(C)(C)[Si](O[C@@](CC(=O)O)(C)C1=CC=CC=C1)(C)C (R)-3-((tert-butyldimethyl-silyl)oxy)-3-phenylbutanoic acid